ClC1=NC(=CC(=C1)CN1C=2C(CCC1)=NN(C2)C)C(F)(F)F 4-((2-chloro-6-(trifluoromethyl)pyridin-4-yl)methyl)-2-methyl-4,5,6,7-tetrahydro-2H-pyrazolo[4,3-b]pyridine